(S)-4-(4-fluorophenoxy)-N-(7-(4-hydroxy-3,3-dimethylbut-1-yn-1-yl)-5-methyl-4-oxo-2,3,4,5-tetrahydrobenzo[b][1,4]oxazepin-3-yl)picolinamide FC1=CC=C(OC2=CC(=NC=C2)C(=O)N[C@@H]2C(N(C3=C(OC2)C=CC(=C3)C#CC(CO)(C)C)C)=O)C=C1